4-oxo-3-(4-piperidylmethyl)quinazoline hydrochloride Cl.O=C1N(C=NC2=CC=CC=C12)CC1CCNCC1